F[C@@H]1C[C@@]2(CCCN2C1)COC1=NC2=CC=CC=C2C=N1 ((2R,7aS)-2-fluorotetrahydro-1H-pyrrolizin-7a(5H)-yl)methoxylquinazoline